5-androsten-3b,16b,17a-triol sulfate S(=O)(=O)(O)O.C[C@@]12[C@@H]([C@H](C[C@H]1[C@@H]1CC=C3C[C@H](CC[C@]3(C)[C@H]1CC2)O)O)O